Racemic-3-(3-chloro-4-fluorophenyl)-1-(cyclohexylmethyl)-1-(1-(1-oxo-1,2-dihydroisoquinolin-4-yl)ethyl)urea ClC=1C=C(C=CC1F)NC(N([C@H](C)C1=CNC(C2=CC=CC=C12)=O)CC1CCCCC1)=O |r|